CC1(C(NC(N1C1=C2CCN(C2=CC=C1)C(=O)OC(C)(C)C)=O)=O)C tert-butyl 4-(5,5-dimethyl-2,4-dioxoimidazolidin-1-yl)indolin-1-carboxylate